COC1=CC=C(COC2=CC=CC3=C2N=C(O3)C3=CN=C(C2=CN=C(C=C32)N)NC)C=C1 4-(4-((4-methoxybenzyl)oxy)benzo[d]oxazol-2-yl)-N1-methyl-2,7-naphthyridine-1,6-diamine